OCC[C@@H]1C[C@H]2[C@@H](N1C(=O)OC(C)(C)C)CCO2 tert-butyl (3aS,5R,6aS)-5-(2-hydroxyethyl)hexahydro-4H-furo[3,2-b]pyrrole-4-carboxylate